N2-(3,3-difluorocyclopentyl)-N4-(1-phenylpyrrolidin-3-yl)-6-(6-(trifluoromethyl)pyridin-2-yl)-1,3,5-triazine-2,4-diamine FC1(CC(CC1)NC1=NC(=NC(=N1)NC1CN(CC1)C1=CC=CC=C1)C1=NC(=CC=C1)C(F)(F)F)F